ONC(CCC1=CC(=NC2=CC=CC=C12)C1=CC=NC=C1)=O N-hydroxy-3-(2-(pyridin-4-yl)quinolin-4-yl)propanamide